(4R)-4-benzyl-3-propanoyl-1,3-oxazolidin-2-one C(C1=CC=CC=C1)[C@H]1N(C(OC1)=O)C(CC)=O